Cl.Cl.NC(C)(C)C1C[C@H](NC1)CNC(=O)C=1C=C(C=C(C1)C1=CC=C(C=C1)F)C1=CC=C(C=C1)F N-(((2S)-4-(2-aminopropan-2-yl)pyrrolidin-2-yl)methyl)-4,4''-difluoro-[1,1':3',1''-terphenyl]-5'-carboxamide dihydrochloride